5-(2-((6-ethyl-2-methylisoindolin-5-yl)amino)-5-(trifluoromethyl)pyrimidin-4-yl)thiophene-3-carboxylic acid C(C)C1=C(C=C2CN(CC2=C1)C)NC1=NC=C(C(=N1)C1=CC(=CS1)C(=O)O)C(F)(F)F